CC(O)(C#C)C dimethylethynyl-methanol